(1-(methylsulfonyl)piperidin-4-yl)-8-propyl-7-(1H-pyrazol-4-yl)-[1,2,4]triazolo[1,5-a]pyridin-2-amine CS(=O)(=O)N1CCC(CC1)C1=CC(=C(C=2N1N=C(N2)N)CCC)C=2C=NNC2